1-(5-chloro-4-(5,5-dimethyl-5,6-dihydro-4H-pyrrolo[1,2-b]pyrazol-3-yl)pyridin-2-yl)-3-((1r,4r)-4-(ethylamino)cyclohexyl)urea ClC=1C(=CC(=NC1)NC(=O)NC1CCC(CC1)NCC)C1=C2N(N=C1)CC(C2)(C)C